FC(OC1=NC(=CC(=C1)C(=O)OC)OC)F methyl 2-(difluoromethoxy)-6-methoxypyridine-4-carboxylate